Ethyl 6-(cyclopropylmethyl)-6-[2-(difluoromethoxy)ethyl]-2-acetamido-7-oxo-4,5,6,7-tetrahydro-1-benzothiophene-3-carboxylate C1(CC1)CC1(C(C2=C(C(=C(S2)NC(C)=O)C(=O)OCC)CC1)=O)CCOC(F)F